C1(=CC=CC=C1)/C=C/C(=O)N(C1CSCC1)C1=NC=CC=C1 (E)-3-phenyl-N-(2-pyridinyl)-N-tetrahydrothiophen-3-yl-prop-2-enamide